N[C@H](C(=O)N[C@H](C(=O)OCC)CC1=NC2=C(N1C)C=CC(=C2)N(CCCl)CCCl)C(C)C ethyl (2S)-2-[[(2S)-2-amino-3-methyl-butanoyl]amino]-3-[5-[bis(2-chloroethyl)amino]-1-methyl-benzimidazol-2-yl]propanoate